Cl.FC(C=1C=CC(=NC1)CC1(CCNCC1)C#N)(F)F 4-((5-(trifluoromethyl)pyridin-2-yl)methyl)piperidine-4-carbonitrile hydrochloride